1-(9,9-Difluoro-9H-fluoren-2-yl)propan-1-one FC1(C2=CC=CC=C2C=2C=CC(=CC12)C(CC)=O)F